COC(C(CI)NC(=O)OC(C)(C)C)=O methyl-2-((tert-butoxycarbonyl)amino)-3-iodopropanoate